NC=1C=C2C(=C(C=NC2=C(C1)Cl)C#N)NCC(C)(C)C 6-Amino-8-chloro-4-(neopentylamino)quinoline-3-carbonitrile